NC1=NC=NN2C1=C(C=C2C=2C=C(C(=NC2)OC)C(=O)N[C@@H]2CN(C[C@@H]2F)C(=O)OC2CC(C2)(F)F)C(F)(F)F 3,3-difluorocyclobutyl (3R,4S)-3-{5-[4-amino-5-(trifluoromethyl)pyrrolo[2,1-f][1,2,4]triazin-7-yl]-2-methoxypyridine-3-amido}-4-fluoropyrrolidine-1-carboxylate